6-(dibenzyl-amino)-1,3-dimethyl-2-thiaspiro[3.3]heptane 2,2-dioxide C(C1=CC=CC=C1)N(C1CC2(C(S(C2C)(=O)=O)C)C1)CC1=CC=CC=C1